COC([C@H](CC1=CC=C(C=C1)OC)NC(=O)C1CC2(CN(C2)C(=O)OC(C)(C)C)C1)=O (S)-tert-butyl 6-((1-methoxy-3-(4-methoxyphenyl)-1-oxopropan-2-yl)carbamoyl)-2-azaspiro[3.3]heptane-2-carboxylate